N-[(S)-(4,4-Difluorocyclohexyl)(7-{(1S*)-3,3-difluoro-1-[1-(2,2,2-trifluoroethyl)tetrazol-5-yl]propyl}imidazo[1,2-b]pyridazin-2-yl)methyl]-4-methyl-1,2,5-oxadiazole-3-carboxamide FC1(CCC(CC1)[C@H](NC(=O)C1=NON=C1C)C=1N=C2N(N=CC(=C2)[C@H](CC(F)F)C2=NN=NN2CC(F)(F)F)C1)F |o1:25|